ClC1=CC(=C(N=N1)N1CC[C@H]2[C@@H]1CN(CC2)C(=O)OC(C)(C)C)C |r| tert-butyl rac-(3aR,7aR)-1-(6-chloro-4-methyl-pyridazin-3-yl)-3,3a,4,5,7,7a-hexahydro-2H-pyrrolo[2,3-c]pyridine-6-carboxylate